NC=1C2=C(N=CN1)N(C(=C2C(=O)NC2=CC=C(C=C2)COC)C#CC=2C=NC(=CC2)N)C2(CC2)C 4-amino-6-[(6-aminopyridine-3-yl)ethynyl]-N-[4-(methoxymethyl)phenyl]-7-(1-Methylcyclopropyl)-7H-pyrrolo[2,3-d]pyrimidin-5-carboxamide